tert-Butyl 6-(4-(6-hydroxynaphthalen-1-yl)-3-methyl-5,6,7,8-tetrahydro-1,7-naphthyridin-2-yl)-2,6-diazaspiro[3.4]octane-2-carboxylate OC=1C=C2C=CC=C(C2=CC1)C1=C(C(=NC=2CNCCC12)N1CC2(CN(C2)C(=O)OC(C)(C)C)CC1)C